NCC1(CCCCC1)N 1-(aminomethyl)cyclohexan-1-amine